C(=O)(O)CCC(=O)N1CC2=NC(=C(C=C2C1)OCCCOC1=CC2=C(SC(=C2)C(CCC(=O)O)=O)C=C1OC)OC 4-(5-(3-((6-(3-carboxy-propanoyl)-2-methoxy-6,7-dihydro-5H-pyrrolo[3,4-b]pyridin-3-yl)oxy)propoxy)-6-methoxybenzo[b]thiophen-2-yl)-4-oxobutanoic acid